CN(C1=CC(=CC=C1)[C@H]1C(CN(CC1)C1CCC(CC1)N1N=CC(=C1)C1=C(N=NC(=C1)C1=C(C=CC=C1)O)N)(F)F)[C@H]1C(NC(CC1)=O)=O (3R)-3-[N-methyl-3-[(4S)-1-[4-[4-[3-amino-6-(2-hydroxyphenyl)pyridazin-4-yl]pyrazol-1-yl]cyclohexyl]-3,3-difluoro-4-piperidyl]anilino]piperidine-2,6-dione